3,5-di-tert-butyl-[1,1':3',1''-terphenyl]-2'-amine C(C)(C)(C)C=1C=C(C=C(C1)C(C)(C)C)C1=C(C(=CC=C1)C1=CC=CC=C1)N